NC1=NN(C(=C1C(=O)O)C1=CC=NC=C1)CC1=CC=C(C=C1)OC 3-amino-1-[(4-methoxyphenyl)methyl]-5-(4-pyridyl)pyrazole-4-carboxylic acid